C(C)(C)(C)OC([C@@H](CC1=CC=C(C=C1)C=C)[C@@H]1CN(CC1)C(=O)OC(C)(C)C)=O (S)-3-(4-vinylphenyl)-2-((R)-1-(tert-butoxycarbonyl)pyrrolidin-3-yl)propanoic acid tert-butyl ester